(E)-5-((hydroxyimino)methyl)-2-methoxybenzoic acid O\N=C\C=1C=CC(=C(C(=O)O)C1)OC